(S)-isopropylsulfoxide C(C)(C)S(=O)C(C)C